C1(CC1)N1C=C2C(=NN(C(C2=CC1=O)=O)C)NC(C)C1=CC(=CC(=C1)C(F)(F)F)F 6-cyclopropyl-4-((1-(3-fluoro-5-(trifluoromethyl)phenyl)ethyl)amino)-2-methylpyrido[3,4-d]pyridazine-1,7(2H,6H)-dione